N-((3S,5S)-1-((3S,4R)-1-(tert-butyl)-4-(4-chlorophenyl)pyrrolidine-3-carbonyl)-5-(morpholine-4-carbonyl)pyrrolidin-3-yl)-N-((1s,4R)-4-methylcyclohexyl)propionamide hydrochloride Cl.C(C)(C)(C)N1C[C@H]([C@@H](C1)C1=CC=C(C=C1)Cl)C(=O)N1C[C@H](C[C@H]1C(=O)N1CCOCC1)N(C(CC)=O)C1CCC(CC1)C